2-((dimethylamino)methyl)azetidin CN(C)CC1NCC1